ClC1=CC=C2C(=NC(NC2=C1)=O)N(C1=CC(=CC=C1)C=1C=NC(=CC1)N1CCCC1)C 7-chloro-4-[N-methyl-3-(6-pyrrolidin-1-yl-3-pyridyl)anilino]-1H-quinazolin-2-one